P(=O)([O-])([O-])[O-].S[Zr+3] mercaptozirconium phosphate